NC1=CC=C(C=C1)C=1C=C2OC3=C(CCC(C3=CC2=CC1)C1=CC=CC=C1)C=O 6-(4-aminophenyl)(phenyl)-2,3-dihydro-1H-xanthene-4-carbaldehyde